N-cyclobutyl-2-cyclopropylthieno[2,3-d]thiazole-5-carboxamide C1(CCC1)NC(=O)C1=CC2=C(N=C(S2)C2CC2)S1